P(OC)(OC)(N)=S dimethyl phosphoramidothioate